C(C1=CC=CC=C1)OC(=O)N[C@H](C=1N=C2N(N=C(C(=C2)N(C2CCOCC2)C)C(=O)OC)C1)C1CCC(CC1)(F)F methyl (S)-2-((((benzyloxy)carbonyl)amino)(4,4-difluorocyclohexyl)methyl)-7-(methyl(tetrahydro-2H-pyran-4-yl)amino)imidazo[1,2-b]pyridazine-6-carboxylate